1-[6,7-dimethyl-4-(methylamino)-1,3-dihydro-2H-pyrrolo[3,4-c]pyridin-2-yl]-2-(5-fluoro-2,3-dihydro-1H-inden-2-yl)ethanone CC1=C(C2=C(C(=N1)NC)CN(C2)C(CC2CC1=CC=C(C=C1C2)F)=O)C